3-methyl-2-{[(3R,6R)-6-methyl-1-{[2-methyl-6-(2H-1,2,3-triazol-2-yl)phenyl]carbonyl}piperidin-3-yl]oxy}pyridine-4-carbonitrile CC=1C(=NC=CC1C#N)O[C@H]1CN([C@@H](CC1)C)C(=O)C1=C(C=CC=C1N1N=CC=N1)C